C(C)(=O)N1CCN(CC1)CC1=C(C=C(C=2C(C=C(OC21)C2=CC=C(C=C2)O)=O)O)O 8-((4-Acetylpiperazin-1-yl)methyl)-5,7-dihydroxy-2-(4-hydroxyphenyl)-4H-benzopyran-4-one